(R)-1-(3-(3-(4-amino-6-((3-(dimethylamino)propyl)amino)-1,3,5-triazin-2-yl)-5-chlorophenyl)morpholino)prop-2-en-1-one NC1=NC(=NC(=N1)NCCCN(C)C)C=1C=C(C=C(C1)Cl)[C@@H]1COCCN1C(C=C)=O